IC=1C=C(C=CC1)C(C#N)O[Si](C)(C)C 2-(3-iodophenyl)-2-((trimethylsilyl)oxy)acetonitrile